Cl.ClCC1=NN(C=N1)C 3-chloromethyl-1-methyl-1h-[1,2,4]triazole, hydrochloride